N1=CC=C(C=C1)CN1N=C(C=C1)C1=C(C(=O)N)C=CC=C1 (1-(pyridin-4-ylmethyl)-1H-pyrazol-3-yl)benzamide